2-((4aS,8aS)-2,5,5,8a-tetramethyl-3,4,4a,5,6,7,8,8a-octahydronaphthalen-1-yl)ethan-1-ol CC1=C([C@]2(CCCC([C@@H]2CC1)(C)C)C)CCO